3-(5-chloro-2-hydroxy-4-methylphenyl)-N-cyclopropyl-4-fluoro-N-methylbenzamide ClC=1C(=CC(=C(C1)C=1C=C(C(=O)N(C)C2CC2)C=CC1F)O)C